N-(3-chloro-4-fluorophenyl)-4-(5-hydroxy-5-((1-hydroxy-3-methoxy-cyclobutyl)ethynyl)octahydropentalen-2-yl)-1-methyl-1H-imidazole-5-carboxamide ClC=1C=C(C=CC1F)NC(=O)C1=C(N=CN1C)C1CC2CC(CC2C1)(C#CC1(CC(C1)OC)O)O